F/C=C(\C)/COC=1C=NC(=NC1)N1CCC(CC1)OC (2E)-3-fluoro-2-({[2-(4-methoxypiperidin-1-yl)pyrimidin-5-yl]oxy}methyl)prop-2-en